C(C)(C)(C)PC(C)(C)C di-tertbutylphosphine